FC(C1=NC(=CC(=N1)NC1=NC=C(C(=C1)OC1COC1)C=1C=NN(C1)C1CN(C1)C)N)F 2-(difluoromethyl)-N4-(5-(1-(1-methylazetidin-3-yl)-1H-pyrazol-4-yl)-4-(oxetan-3-yloxy)pyridin-2-yl)pyrimidine-4,6-diamine